ethyl 6-fluoro-3-hydroxy-2-(2-methylpropan-2-yl)-1,1-dioxo-2,3-dihydro-1λ6-benzo[d][1,2]thiazole-3-carboxylate FC1=CC2=C(C(N(S2(=O)=O)C(C)(C)C)(C(=O)OCC)O)C=C1